O[C@@]1([C@@H](CC[C@H](C1)C)C(C)C)C(=O)NCC(C(=O)OCC(C)(C)NC(=O)OC(C)(C)C)C1=CC=CC=C1 2-((tert-butoxycarbonyl)amino)-2-methylpropyl 3-((1S,2S,5R)-1-hydroxy-2-isopropyl-5-methylcyclohexan-1-carboxamido)-2-phenylpropanoate